(R)-5-(3-morpholino-5-((tetrahydrofuran-3-yl)sulfonyl)phenyl)-4-(trifluoromethyl)thiazol-2-amine O1CCN(CC1)C=1C=C(C=C(C1)S(=O)(=O)[C@H]1COCC1)C1=C(N=C(S1)N)C(F)(F)F